[1,2,4]triazolo[4,3-b]pyridazin-3(2H)-one N=1NC(N2N=CC=CC21)=O